C(C)(C)(C)OC(=O)N1C[C@H]2C([C@H]2C1)C(C)=O (1R,5S,6r)-6-acetyl-3-azabicyclo[3.1.0]Hexane-3-carboxylic acid tert-butyl ester